C(C)(C)(C)O.[Li] lithium tertbutyl alcohol